NC=1N(C2=C3C(C=C(NC(C13)=O)C=1N=CN(C1)C)=NC=N2)C2=C(C(=CC=C2C)O)C 1-amino-2-(3-hydroxy-2,6-dimethylphenyl)-7-(1-methyl-1H-imidazol-4-yl)-2,8-dihydro-9H-2,3,5,8-tetraazabenzo[cd]azulene-9-one